Ethylmethylpyrrolidine C(C)C1N(CCC1)C